2-aminopentyl-phosphonic acid NC(CP(O)(O)=O)CCC